CCCCCCCCCCCCCCC(C(CCCCCCC/C=C/CCCCCC)O)C(=O)OC[C@@H]1[C@H]([C@@H]([C@H]([C@H](O1)O[C@@H]2[C@@H]([C@H]([C@@H]([C@H](O2)CO)O)O)O)O)O)O The molecule is a trehalose monomycolate comprising alpha,alpha'-trehalose having the mycolate group attached to the 6-position. It is a trehalose monomycolate and a monoacyl alpha,alpha-trehalose.